(2s,3s,4s,5r)-3-(3,4-difluoro-5-hydroxy-2-methoxyphenyl)-4,5-dimethyl-5-(trifluoromethyl)tetrahydrofuran-2-carboxylic acid methyl ester COC(=O)[C@H]1O[C@]([C@H]([C@H]1C1=C(C(=C(C(=C1)O)F)F)OC)C)(C(F)(F)F)C